OCCCNCCCCCC(=O)OCCCCCCCCC nonyl 6-((3-hydroxypropyl)amino)hexanoate